4-trifluoromethylphenyl-13,13-di-n-propyl-3H,13H-indeno[2',3':3,4]naphtho[1,2-b]pyran FC(C1=CC=C(C=C1)C=1C2=C(OCC1)C=1C=CC=CC1C1=C2C(C2=CC=CC=C21)(CCC)CCC)(F)F